N-(2,2-difluoroethyl)-N-(3-((1-(difluoromethyl)cyclopropyl)ethynyl)-5-fluorophenyl)-6-fluoro-1-methyl-[1,2,4]triazolo[4,3-a]quinazolin-5-amine FC(CN(C1=NC=2N(C3=CC=CC(=C13)F)C(=NN2)C)C2=CC(=CC(=C2)F)C#CC2(CC2)C(F)F)F